(1R,2R)-N1,N2-bis(benzyl)-1,2-cyclohexanediamine C(C1=CC=CC=C1)N[C@H]1[C@@H](CCCC1)NCC1=CC=CC=C1